C(C)(C)(C)C1=CC=C(C=C1)C=1C=C2CCN(C(C2=CC1)=O)C1=CC=C(C(=N1)NS(=O)(=O)C)OC N-(6-(6-(4-(tert-butyl)phenyl)-1-oxo-3,4-dihydroisoquinolin-2(1H)-yl)-3-methoxypyridin-2-yl)methanesulfonamide